N-(2-chloro-6-fluorophenyl)-3-(5-(trifluoromethyl)-1,2,4-oxadiazol-3-yl)-6,7-dihydrothieno[3,2-c]pyridine-5(4H)-carboxamide ClC1=C(C(=CC=C1)F)NC(=O)N1CC2=C(CC1)SC=C2C2=NOC(=N2)C(F)(F)F